NC1=CC(=C(C(=N1)C1=C(C=C2C(=NC=NC2=C1)N1CCN(CC1)C(C=C)=O)Cl)C)C 1-(4-(7-(6-amino-3,4-dimethylpyridin-2-yl)-6-chloroquinazolin-4-yl)piperazin-1-yl)prop-2-en-1-one